CC1=C(C=C(C=C1)NC(CN1CCN(CCC1)C(=O)OC(C)(C)C)=O)NC1=NC=CC=C1C1=C2N=CN(C2=NC=N1)C1OCCCC1 tert-butyl 4-(2-((4-methyl-3-((3-(9-(tetrahydro-2H-pyran-2-yl)-9H-purin-6-yl)pyridin-2-yl)amino)phenyl)amino)-2-oxoethyl)-1,4-diazepane-1-carboxylate